ClC1=C(C=CC=C1)NC=1N=C(N=NC1C1=CC=CC=C1)N N*5*-(2-chlorophenyl)-6-phenyl-[1,2,4]triazine-3,5-diamine